C(C)(C)(C)C1=CC=C(C=C1)[C@H](C)NC(=O)C1=CC=C2C(=C(N(C2=C1)C)C)CC=1C=C(OC(C(=O)O)(C)C)C=CC1 (S)-2-(3-((6-((1-(4-(tert-butyl)phenyl)ethyl)carbamoyl)-1,2-dimethyl-1H-indol-3-yl)methyl)phenoxy)-2-methylpropanoic acid